3-fluoro-5-methoxy-4-(6-oxo-3-(4-(3-oxotetrahydro-1H-oxazolo[3,4-a]pyrazin-7(3H)-yl)phenyl)-1H-pyrazolo[4,3-c]pyridazin-5(6H)-yl)benzonitrile FC=1C=C(C#N)C=C(C1N1N=C2C(=CC1=O)NN=C2C2=CC=C(C=C2)N2CC1N(CC2)C(OC1)=O)OC